6-(4-(quinoxalin-2-yl)-1H-pyrazol-1-yl)spiro[3.3]heptane-2-carboxamide N1=C(C=NC2=CC=CC=C12)C=1C=NN(C1)C1CC2(CC(C2)C(=O)N)C1